OCCN1CCN(CC1)CS(=O)(=O)O N-(2-hydroxyethyl)piperazine-N'-methanesulphonic acid